8-(azetidin-1-yl)-3-methyl-1-(1-methyl-5-(4-(trifluoromethyl)phenyl)-1H-pyrazol-4-yl)imidazo[1,5-a]pyrazine N1(CCC1)C=1C=2N(C=CN1)C(=NC2C=2C=NN(C2C2=CC=C(C=C2)C(F)(F)F)C)C